FC=1C=C(C=CC1C(F)(F)F)N1C=NN(C1=O)CC1=CC(=C(OC(C(=O)O)(C)C)C(=C1)C)C 2-(4-((4-(3-Fluoro-4-(trifluoromethyl)phenyl)-5-oxo-4,5-dihydro-1H-1,2,4-triazol-1-yl)methyl)-2,6-dimethylphenoxy)-2-methylpropionic acid